N1=C(C=C2N1C=CC=C2)C2(CCN(CC2)C(=O)OC(C)(C)C)C(=O)OCC 1-(tert-butyl) 4-ethyl 4-(pyrazolo[1,5-a]pyridin-2-yl)piperidine-1,4-dicarboxylate